N,N,N',N'-tetrakis(hydroxypropyl)ethylenediamine OCCCN(CCN(CCCO)CCCO)CCCO